C(C)C=1N=C2N(C=C(C=C2)C2CCN(CC2)S(=O)(=O)C)C1N(C=1SC=C(N1)C1=CC=C(C=C1)OC(F)(F)F)C N-(2-ethyl-6-(1-(methylsulfonyl)piperidin-4-yl)imidazo[1,2-a]pyridin-3-yl)-N-methyl-4-(4-(trifluoromethoxy)phenyl)thiazol-2-amine